BrC=1C(=C2C=3C(=NC=NC3C1)N(CCO2)CCN(C(OC(C)(C)C)=O)C)Cl tert-Butyl (2-(9-bromo-8-chloro-5,6-dihydro-4H-[1,4]oxazepino[5,6,7-de]quinazolin-4-yl)ethyl)(methyl)carbamate